(S)-2-(1-(4-Cyano-5,5-difluoro-3-(2-(methyl-d3)azetidin-1-yl)-6,7-dihydro-5H-Cyclopenta[c]pyridin-1-yl)azetidin-3-yl)acetic acid C(#N)C=1C2=C(C(=NC1N1[C@H](CC1)C([2H])([2H])[2H])N1CC(C1)CC(=O)O)CCC2(F)F